phenyl 7-(1-cyclopropylethoxy)-2-(1-methyl-2-oxabicyclo[2.1.1]hexan-4-yl)imidazo[1,2-a]pyridine-6-carboxylate C1(CC1)C(C)OC1=CC=2N(C=C1C(=O)OC1=CC=CC=C1)C=C(N2)C21COC(C2)(C1)C